FC(CN1C=NC2=C1C=C(C=C2F)C=2C(=CN1N=C(N=C(C12)OC)NC1CCC2(COC2)CC1)F)F 5-(1-(2,2-difluoroethyl)-4-fluoro-1H-benzo[d]imidazol-6-yl)-6-fluoro-4-methoxy-N-(2-oxaspiro[3.5]nonan-7-yl)pyrrolo[2,1-f][1,2,4]triazin-2-amine